COC(=O)C=1C=C2C(=CC=NC2=CC1OC)OC1=C(C=C(C=C1)N)F 4-(4-Amino-2-fluorophenoxy)-7-methoxyquinoline-6-carboxylic acid methyl ester